tris(oleic acid) aluminum [Al].C(CCCCCCC\C=C/CCCCCCCC)(=O)O.C(CCCCCCC\C=C/CCCCCCCC)(=O)O.C(CCCCCCC\C=C/CCCCCCCC)(=O)O